N(=[N+]=[N-])CCC(CCCCCCCCC)N1C2=NC=NC(=C2N=C1)Cl 9-(1-Azidododecan-3-yl)-6-chloro-9H-purine